Cl.C1=CC(OC)=C2C=3[C@@]45[C@@H](O2)C(=O)CC[C@@]4(O)[C@@H](CC13)N(C)CC5 Oxycodone Hydrochlorid